Methyl 2-(3-cyano-4-(4-fluorophenyl)-6-(pyridin-2-yl)pyridin-2-yloxy)acetate C(#N)C=1C(=NC(=CC1C1=CC=C(C=C1)F)C1=NC=CC=C1)OCC(=O)OC